14-methyl-7,14,21-triazaheptacosane CN(CCCCCCNCCCCCC)CCCCCCNCCCCCC